methyl phenyl ether sulfate ammonium salt [NH4+].S(=O)(=O)([O-])[O-].C1(=CC=CC=C1)OC.[NH4+]